2,3,4,5-tetrafluoro-6-(N-(3-fluoro-4-methoxyphenyl)-N-(4-methoxybenzyl)sulfamoyl)benzoic acid FC1=C(C(=O)O)C(=C(C(=C1F)F)F)S(N(CC1=CC=C(C=C1)OC)C1=CC(=C(C=C1)OC)F)(=O)=O